FC=1C=C(C=CC1F)N1C(CCCC12CCN(CC2)C2=NC=NC(=C2)O[C@@H](C(F)(F)F)C)=O |r| rac-1-(3,4-difluorophenyl)-9-(6-((1,1,1-trifluoropropan-2-yl)oxy)pyrimidin-4-yl)-1,9-diazaspiro[5.5]undecan-2-one